OC=1C=C(C=C(C1)[N+](=O)[O-])CC#N 2-(3-hydroxy-5-nitrophenyl)acetonitrile